3',4'-dichlorobenzophenone ClC=1C=C(C=CC1Cl)C(C1=CC=CC=C1)=O